CC=1N=C2N(C=C(N=C2C)C(=O)OC)C1 methyl 2,8-dimethylimidazo[1,2-a]pyrazine-6-carboxylate